BrC=1C=C(C(=NC1)C1=NC=C(C(=N1)Cl)[N+](=O)[O-])SCC 2-(5-bromo-3-(ethylsulfanyl)pyridin-2-yl)-4-chloro-5-nitropyrimidine